α-1-methylpentylstyrene CC(CCCC)C(=C)C1=CC=CC=C1